FC(C1=C(C=C)C=CC=C1)(F)F 2-(trifluoromethyl)-styrene